methyl 6-(6-((3-((methoxycarbonyl)amino)-5-(1-methyl-1H-pyrazol-4-yl)phenyl)amino)-3-methyl-2-oxo-2,3-dihydro-1H-imidazo[4,5-c]pyridin-1-yl)-2-azaspiro[3.3]heptane-2-carboxylate COC(=O)NC=1C=C(C=C(C1)C=1C=NN(C1)C)NC1=CC2=C(C=N1)N(C(N2C2CC1(CN(C1)C(=O)OC)C2)=O)C